N(=NC(C(=O)NC(CO)(CO)CO)(C)C)C(C(=O)NC(CO)(CO)CO)(C)C 2,2'-azobis[2-methyl-N-[1,1-bis(hydroxymethyl)-2-hydroxyethyl]propionamide]